ethyl-(Z)-4-(4-cyanophenyl)-2-hydroxy-3-methyl-4-oxobut-2-enolate C(C)C(/C(=C(/C(=O)C1=CC=C(C=C1)C#N)\C)/O)[O-]